1,5-diphenylacetylacetone C1=CC=C(C=C1)CC(=O)CC(=O)CC2=CC=CC=C2